(1,1,1-trifluoropropan-2-yl)-7H-pyrrolo[2,3-d]pyrimidin-2-amine FC(C(C)C=1C2=C(N=C(N1)N)NC=C2)(F)F